O=C1N([C@@H](CCC1)C(F)(F)F)C(=O)OC(C)(C)C |r| tert-butyl rac-(6S)-2-oxo-6-(trifluoromethyl)piperidine-1-carboxylate